C(=C\CCCCCCCC)/N1C(C=CC=C1)=O (E)-1-(Dec-1-en-1-yl)pyridin-2(1H)-one